ClC=1C(=C2C(=NC1)NC(=N2)C2=CC(=C(C=C2)N2CCN(CC2)CCOC)F)NC2CCN(CC2)C 6-Chloro-2-{3-fluoro-4-[4-(2-methoxyethyl)piperazin-1-yl]phenyl}-N-(1-methylpiperidin-4-yl)-3H-imidazo[4,5-b]pyridin-7-amine